(S)-3-methoxy-4-((tetrahydrofuran-3-yl)oxy)aniline COC=1C=C(N)C=CC1O[C@@H]1COCC1